phosphonopropionic acid CC(C(=O)O)P(=O)(O)O